(tert-butoxycarbonyl) amino-propionate NC(C(=O)OC(=O)OC(C)(C)C)C